O=C([C@@H](CCC)NC(OC(C)(C)C)=O)N[C@@H](CCCC1=CC=CC=C1)B1O[C@@]2([C@H](O1)C[C@H]1C([C@@H]2C1)(C)C)C tert-butyl ((R)-1-oxo-1-(((R)-4-phenyl-1-((3aS,4S,6S,7aR)-3a,5,5-trimethylhexahydro-4,6-methanobenzo[d][1,3,2]dioxaborol-2-yl)butyl)amino) pentan-2-yl)carbamate